(S)-3-(4-(1H-pyrazol-1-yl)phenyl)-2-aminopropanoic acid N1(N=CC=C1)C1=CC=C(C=C1)C[C@@H](C(=O)O)N